FC1(CCN(CC1)C(=O)C1=CC=2C3C(CN(C2N=C1)C=1C=C2CN(C(C2=CC1)=O)C)C3)F 5-(6-(4,4-Difluoropiperidine-1-carbonyl)-1,1a,2,7b-tetrahydro-3H-cyclopropa[c][1,8]naphthyridin-3-yl)-2-methylisoindolin-1-one